ClC1=C(C(=O)O)C=CC(=C1)OC1=CC=C(C=C1)Cl 2-chloro-4-(4-chlorophenoxy)-benzoic acid